N-(1-([1,1'-biphenyl]-4-yl)-2,2-dimethoxyethyl)-4-nitrobenzenesulfonamide C1(=CC=C(C=C1)C(C(OC)OC)NS(=O)(=O)C1=CC=C(C=C1)[N+](=O)[O-])C1=CC=CC=C1